Ethoxymethyldimethoxysilylchlorosilane C(C)OC[Si](OC)(OC)[SiH2]Cl